C1(CCCCC1)OCC(=O)O cyclohexanoxyacetic acid